CN(CC[C@H](CSC1=CC=C(C=C1)F)NC1=C(C=C(C=C1F)S(=O)(=O)NC(=O)C1(CCCC1)OC)F)C (R)-N-((4-((4-(DIMETHYLAMINO)-1-((4-FLUOROPHENYL)THIO)BUTAN-2-YL)AMINO)-3,5-DIFLUOROPHENYL)SULFONYL)-1-METHOXYCYCLOPENTANE-1-CARBOXAMIDE